4-(cyclopentylamino)-6,7-dihydro-5H-pyrimido[4,5-b][1,4]oxazine-2-carbonitrile C1(CCCC1)NC1=NC(=NC=2OCCNC21)C#N